(R)-Methyl 6-bromo-4-((3-fluoropyridin-2-yl)(tetrahydro-2H-pyran-4-yl)methyl)-1-methyl-1,4-dihydropyrazolo[3',4':4,5]pyrrolo[3,2-b]pyridine-3-carboxylate BrC=1C=C2C(=NC1)C1=C(N2[C@H](C2CCOCC2)C2=NC=CC=C2F)C(=NN1C)C(=O)OC